2-((trans-4-((4-(1-Cyclopropyl-1H-pyrazol-4-yl)pyridin-2-yl)((trans-4-(4-methoxy-3-methylphenyl)cyclohexyl) methyl)carbamoyl)cyclohexyl)amino)-2-oxoethyl acetate C(C)(=O)OCC(=O)N[C@@H]1CC[C@H](CC1)C(N(C[C@@H]1CC[C@H](CC1)C1=CC(=C(C=C1)OC)C)C1=NC=CC(=C1)C=1C=NN(C1)C1CC1)=O